2,3,4-trifluoro-1-butene FC(=C)C(CF)F